[Si](C)(C)(C(C)(C)C)O[C@H]1C[C@@H](O[C@@H]1CO)N1C=2N=C(NC(C2N=C1)=O)NC(C(C)C)=O N-(9-((2R,4S,5R)-4-((tert-butyldimethylsilyl)oxy)-5-(hydroxymethyl)tetrahydrofuran-2-yl)-6-oxo-6,9-dihydro-1H-purin-2-yl)isobutyramide